2-chloro-α,α-diphenylbenzeneacetonitrile ClC1=C(C=CC=C1)C(C#N)(C1=CC=CC=C1)C1=CC=CC=C1